C(C=C)N1C(C2=CC=C(C=C2C1(C)C)NC1=NC=C(C(=N1)N[C@H](CO)C1=CC=CC=C1)C=1OC(=NN1)C=1C=NC=CC1)=O (S)-2-allyl-5-((4-((2-hydroxy-1-phenylethyl)amino)-5-(5-(pyridin-3-yl)-1,3,4-oxadiazol-2-yl)pyrimidin-2-yl)amino)-3,3-dimethylisoindolin-1-one